rel-2-((2R,5S)-2-(2-(2-(dimethylamino)ethyl)benzo[d]thiazol-5-yl)-5-methylpiperidin-1-yl)-2-oxo-N-(1H-pyrazolo[4,3-c]pyridin-7-yl)acetamide CN(CCC=1SC2=C(N1)C=C(C=C2)[C@@H]2N(C[C@H](CC2)C)C(C(=O)NC=2C1=C(C=NC2)C=NN1)=O)C |o1:13,16|